ClC1=C(OC2=NC=CC=C2C(=O)N)C=CC(=C1)CC(=O)NC1=NC2=C(N1CC1CC1)C=CC=C2F 2-(2-chloro-4-(2-((1-(cyclopropylmethyl)-4-fluoro-1H-benzo[d]imidazol-2-yl)amino)-2-oxoethyl)phenoxy)pyridine-3-carboxamide